C(C)C(COCC(CC)CCCC)CCCC 3-(((2-ethylhexyl)oxy)methyl)heptane